(4-ethoxy-3-(5-methyl-4-oxo-7-propyl-3,4-dihydroimidazo[5,1-f][1,2,4]triazin-2-yl)phenyl)alanine C(C)OC1=C(C=C(C=C1)N[C@@H](C)C(=O)O)C1=NN2C(C(N1)=O)=C(N=C2CCC)C